5-bromo-2-[2-(tert-butyldimethylsilyl)ethynyl]-4-methylpyridine BrC=1C(=CC(=NC1)C#C[Si](C)(C)C(C)(C)C)C